FC1=C(C(=CC(=C1)NC1CN(C1)CCCF)F)[C@H]1N([C@@H](CC=2C3=CC(=CC=C3NC12)F)C)CC(CO)(F)F |r| (R,R) and (S,S)-3-(1-{2,6-difluoro-4-[1-(3-fluoro-propyl)-azetidin-3-ylamino]-phenyl}-6-fluoro-3-methyl-1,3,4,9-tetrahydro-beta-carbolin-2-yl)-2,2-difluoro-propan-1-ol